O=C1C(=C(C1=O)NC1=C(C(=NC=C1)C(=O)N(C1(CC1)C(F)(F)F)C)O)NC1C(CCC=2N=C(SC21)C)(C)C 4-((3,4-dioxo-2-((2,6,6-trimethyl-4,5,6,7-tetrahydrobenzo[d]thiazol-7-yl)amino)cyclobut-1-en-1-yl)amino)-3-hydroxy-N-methyl-N-(1-(trifluoromethyl)cyclopropyl)picolinamide